C(C)(=O)N1CC(N(CC1C1=CC(=CC(=C1)Cl)Br)C(=O)OCCCC)COC butyl 4-acetyl-5-(3-bromo-5-chlorophenyl)-2-(methoxymethyl)piperazine-1-carboxylate